S-dodecyl 4-methoxyphenylthiocarboxylate COC1=CC=C(C=C1)C(=O)SCCCCCCCCCCCC